(4-aza-1-azoniabicyclo[2.2.2]oct-1-yl)-5-(3,4-difluorophenyl)-6-[1-(trifluoromethyl)cyclopropyl]-1H-pyrazolo[4,3-g]isoquinoline [N+]12(CCN(CC1)CC2)N2N=CC=1C=C3C(=C(N=CC3=CC12)C1(CC1)C(F)(F)F)C1=CC(=C(C=C1)F)F